2-[(5',8'-dibromospiro[1,3-dioxolane-2,3'-2,4-dihydro-1H-carbazole]-9'-yl)methoxy]ethyltrimethyl-silane BrC1=C2C=3CC4(CCC3N(C2=C(C=C1)Br)COCC[Si](C)(C)C)OCCO4